7-methyl-N-(4-methyl-3-(7-(methylamino)-1,6-naphthyridin-3-yl)phenyl)-5,6,7,8-tetrahydroimidazo[1,2-a]pyridine-3-carboxamide CC1CC=2N(CC1)C(=CN2)C(=O)NC2=CC(=C(C=C2)C)C=2C=NC1=CC(=NC=C1C2)NC